2-{5-ethoxy-7-[(1s,3s)-3-hydroxy-3-methylcyclobutyl]-7H-pyrrolo[2,3-c]pyridazin-3-yl}-3-methyl-5-(trifluoromethyl)phenol C(C)OC1=CN(C=2N=NC(=CC21)C2=C(C=C(C=C2C)C(F)(F)F)O)C2CC(C2)(C)O